FC(C=1C(=C(C=CC1)[C@@H](C)NC=1C2=C(N=C(N1)C)N=CC(=C2)C=2CCN(CC2)C(CC#N)=O)F)F (R)-3-(4-(4-((1-(3-(Difluoromethyl)-2-fluorophenyl)ethyl)amino)-2-methylpyrido[2,3-d]pyrimidin-6-yl)-3,6-Dihydropyridin-1(2H)-yl)-3-oxopropionitrile